N-(1-(5-(3-cyano-6-(2-hydroxy-2-methylpropoxy)pyrazolo[1,5-a]pyridin-4-yl)pyridin-2-yl)-4-methylpiperidin-4-yl)-3-fluoro-6-oxo-1,6-dihydropyridine-2-carboxamide C(#N)C=1C=NN2C1C(=CC(=C2)OCC(C)(C)O)C=2C=CC(=NC2)N2CCC(CC2)(C)NC(=O)C=2NC(C=CC2F)=O